O=C(C(=O)NC=1C2=C(C=NC1)C=NN2)N2[C@H](CC[C@@H](C2)C)C=2C=CC1=C(N=C(S1)C13CCN(CC1)C3)C2 2-oxo-N-(1H-pyrazolo[4,3-c]pyridin-7-yl)-2-[(2R,5S)-2-[2-(1-azabicyclo[2.2.1]heptan-4-yl)-1,3-benzothiazol-5-yl]-5-methyl-1-piperidyl]acetamide